CC1=C(C=C(C(=O)N)C=C1)[N+](=O)[O-] 4-methyl-3-nitrobenzamide